CCC(CC)S(=O)(=O)Cl pentane-3-sulfonyl chloride